3,3,4,4,5,5-hexafluorotetrahydropyran FC1(COCC(C1(F)F)(F)F)F